[Rh](Cl)(Cl)Cl rhodium chloride